ClC1=C(C(=CC=C1)C(F)(F)F)COC=1C=NC(=NC1)N1C(N(C(C1)=O)COCC[Si](C)(C)C)=O 1-(5-{[2-chloro-6-(trifluoromethyl)phenyl]methoxy}pyrimidin-2-yl)-3-{[2-(trimethylsilyl)ethoxy]methyl}imidazolidine-2,4-dione